4-{(3R)-3-methyl-4-[3-(methylsulfonyl)phenyl]piperazin-1-yl}-2-(1-methyl-1H-pyrazol-4-yl)pyrimidine-5-carbonitrile C[C@@H]1CN(CCN1C1=CC(=CC=C1)S(=O)(=O)C)C1=NC(=NC=C1C#N)C=1C=NN(C1)C